(7-ethoxy-6-methoxy-1-(2-(5-(trifluoromethoxy)-1H-indol-3-yl)ethyl)-3,4-dihydroisoquinolin-2(1H)-yl)(morpholinyl)methanone C(C)OC1=C(C=C2CCN(C(C2=C1)CCC1=CNC2=CC=C(C=C12)OC(F)(F)F)C(=O)N1CCOCC1)OC